2-(3-((1H-pyrazol-5-yl)ethynyl)phenyl)-4-methylpyrido[3,4-d]pyrimidin-8-amine N1N=CC=C1C#CC=1C=C(C=CC1)C=1N=C(C2=C(N1)C(=NC=C2)N)C